7-bromo-2,2-dimethyl-2,3-dihydropyrazolo[5,1-b]oxazole BrC=1C=NN2C1OC(C2)(C)C